The molecule is a L-alpha-amino acid anion that is the conjugate base of L-cysteic acid arising from deprotonation of the carboxy and sulfo groups and protonation of the amino group; major species at pH 7.3. It has a role as a human metabolite and an Escherichia coli metabolite. It is a conjugate base of a L-cysteic acid. C([C@@H](C(=O)[O-])[NH3+])S(=O)(=O)[O-]